C(C=C)(=O)OC(CC(=O)O)(CC(=O)O)C(=O)O 2-acryloyloxy-1,2,3-tricarboxyl-propane